4-((imidazo[1,2-a]pyridin-7-yloxy)methyl)bicyclo[2.1.1]hexan N=1C=CN2C1C=C(C=C2)OCC21CCC(C2)C1